2-({6-[(1,3-benzothiazol-2-yl)amino]-4,5-dimethylpyridazin-3-yl}amino)-5-(3-phenoxypropyl)-1,3-thiazole-1-carboxylic acid S1C(=NC2=C1C=CC=C2)NC2=C(C(=C(N=N2)NC=2S(C(=CN2)CCCOC2=CC=CC=C2)C(=O)O)C)C